Sodium Hypochlorit Cl[O-].[Na+]